CNC(C[C@@H](O)[C@H](O)[C@H](O)CO)O deoxy-1-(methyl-amino)-D-glucitol